C(CCCCCCC)C1=CC=C(C=C1)S(=O)(=O)O p-octyl-benzenesulfonic acid